The molecule is a spirocyclic epoxide obtained by formal addition of a methylene group to the carbonyl moiety of 5-isopropenyl-2-methylcyclohex-2-en-3-one. It is an epoxide and a spiro compound. It derives from a hydride of a (4S)-limonene. CC1=CC[C@H](CC12CO2)C(=C)C